4-(4-[(4-chloro-5-(trifluoromethyl)pyrimidin-2-yl)amino]-3-methyl-1H-pyrazol-1-yl)piperidin ClC1=NC(=NC=C1C(F)(F)F)NC=1C(=NN(C1)C1CCNCC1)C